2-(cyanomethyl)-3-[1-(triphenylmethyl)-1H-imidazol-4-yl]cyclopropane C(#N)CC1CC1C=1N=CN(C1)C(C1=CC=CC=C1)(C1=CC=CC=C1)C1=CC=CC=C1